3-(4-(3-Chloro-4-((3,5-difluoropyridin-2-yl)methoxy)-5',6-dimethyl-2-carbonyl-2H-[1,4'-bipyridin]-2'-yl)thiazol-2-yl)-3-methylbutanenitrile ClC=1C(N(C(=CC1OCC1=NC=C(C=C1F)F)C)C1=CC(=NC=C1C)C=1N=C(SC1)C(CC#N)(C)C)=C=O